bis(trimethylsilyl)azanide C[Si](C)(C)[N-][Si](C)(C)C